FC(CN[C@H]1CCCN2C(COC=3C=CC=CC3C3CCC(OC[C@@H]12)CC3)=O)(F)F |o1:4,24| Rel-(1s,15S,16R,19s)-15-[(2,2,2-trifluoroethyl)amino]-8,18-dioxa-11-azatetracyclo[17.2.2.02,7.011,16]tricosa-2(7),3,5-trien-10-one